ClC=1C(=CC(=C(N)C1)F)C=1C=NC=C(C1)OC 5-chloro-2-fluoro-4-(5-methoxypyridin-3-yl)aniline